OC(=O)C(F)(F)F.CC1C(=NOC1(C)C)C1[C@H]2CNC[C@@H]12 (1R,5S,6r)-6-(4,5,5-trimethyl-4,5-dihydro-1,2-oxazol-3-yl)-3-azabicyclo[3.1.0]hexane TFA salt